(S)-3-tert-butoxycarbonyl-aminopyrrolidine ethyl-1-(2,4-dichlorophenyl)-5-isopropylpyrazole-3-carboxylate C(C)OC(=O)C1=NN(C(=C1)C(C)C)C1=C(C=C(C=C1)Cl)Cl.C(C)(C)(C)OC(=O)[C@@H]1CN(CC1)N